N[C@H](C(=O)N1CCN(CC1)C1=NC=2N(C=C1)N=CC2C2=C(C=CC(=C2)F)OC)CC(C)C (S)-2-amino-1-(4-(3-(5-fluoro-2-methoxyphenyl)pyrazolo[1,5-a]pyrimidin-5-yl)piperazin-1-yl)-4-methylpentan-1-one